CC1=C2C(=CC=3C=4C=C(C=CC4N(C13)C)OC1=CC(=NC=C1)N)C=NC=C2 4-((5,6-dimethyl-6H-pyrido[4,3-b]carbazol-9-yl)oxy)pyridin-2-amine